5-(4-(6-(((1R,3S,5S)-9-azabicyclo[3.3.1]nonan-3-yl)(methyl)amino)pyridazin-3-yl)-2-fluoro-5-hydroxyphenyl)-2-methylpyridazin-3(2H)-one [C@H]12CC(C[C@H](CCC1)N2)N(C2=CC=C(N=N2)C2=CC(=C(C=C2O)C2=CC(N(N=C2)C)=O)F)C